FC1(CC(C1)(C1=NN=NN1)NC(OC(C)(C)C)=O)F tert-butyl [3,3-difluoro-1-(1H-tetrazol-5-yl)cyclobutyl]carbamate